C(#N)CC(=O)N1C[C@H]2C[C@H]([C@@H](C1)C2)OC2=CC=NC1=CC(=C(C=C21)OC(C)C)C(=O)N 4-{[(1R,5R,6R)-3-(cyanoacetyl)-3-azabicyclo[3.2.1]oct-6-yl]oxy}-6-(propan-2-yloxy)quinoline-7-carboxamide